tert-butyl 3-(2-bromo-6-chloropyridin-4-yl)-2-methylmorpholine-4-carboxylate BrC1=NC(=CC(=C1)C1N(CCOC1C)C(=O)OC(C)(C)C)Cl